3-(benzyloxy)cyclobutane-1-ol C(C1=CC=CC=C1)OC1CC(C1)O